C(CCC)[Cu]CCCC.[Li] lithium di-n-butylcopper